2-(5-chloroisoquinolin-4-yl)-1-fluoro-5-methyl-12-(methylthio)-5a,6,7,8,9,10-hexahydro-5H-4-oxa-3,10a,11,13,14-pentaaza-6,9-methanonaphtho[1,8-ab]heptalene-14-carboxylate ClC1=C2C(=CN=CC2=CC=C1)C=1C(=C2N=C(N=C3C2=C(OC(C2C4CCC(CN32)N4C(=O)[O-])C)N1)SC)F